C1(C=CC(N1C(COCC(N1C(C=CC1=O)=O)O)O)=O)=O 1,5-bismaleimidodiethylene glycol